(1R,3S)-3-[3-({[3-(methoxymethyl)-1-methyl-1H-pyrazol-5-yl]carbonyl}-amino)-1H-pyrazol-5-yl]cyclopentyl propan-2-ylcarbamate CC(C)NC(O[C@H]1C[C@H](CC1)C1=CC(=NN1)NC(=O)C1=CC(=NN1C)COC)=O